[Cl-].O=C1N(C(C2=CC=CC=C12)=O)C1C[NH2+]C1 3-(1,3-dioxoisoindolin-2-yl)azetidin-1-ium chloride